C1(=CC=CC=C1)C(C(C)=O)=O 1-Phenyl-propan-1,2-dion